FC=1C=2N(C=C(C1)C1=NC=C(C(=N1)C)C(=O)NC1CC(N(CC1)C(=O)OC(C)(C)C)(C)C)C=C(N2)C tert-butyl 4-[[2-(8-fluoro-2-methyl-imidazo[1,2-a]pyridin-6-yl)-4-methyl-pyrimidine-5-carbonyl]amino]-2,2-dimethyl-piperidine-1-carboxylate